(2R,5S)-5-(aminomethyl)-2-[3-(4-methoxyphenyl)phenyl]-1,4-thiazepan-3-one NC[C@H]1NC([C@H](SCC1)C1=CC(=CC=C1)C1=CC=C(C=C1)OC)=O